N1=C(C=CC=C1)C1=NC2=C(N1C1=CC=C(C=C1)N1C(=NC3=C1C=CC=C3)C3=NC=CC=C3)C=CC=C2 1,4-bis(2-(pyridin-2-yl)-1H-benzimidazol-1-yl)benzene